O=C(/C=C/C=1C=C(OCCC(=O)O)C=CC1)C1=CC=C(C=C1)C1=CC=CC=C1 3-[3-[(E)-3-Oxo-3-(4-phenylphenyl)prop-1-enyl]phenoxy]propanoic acid